C(CCCCC=C)[Si](Cl)(Cl)CC 6-heptenyl-ethyldichlorosilane